methyl 2-[2-[6,7-dichloro-3-(1H-pyrazol-4-yl)-1H-indole-2-carbonyl]hydrazino]-2-oxo-acetate ClC1=CC=C2C(=C(NC2=C1Cl)C(=O)NNC(C(=O)OC)=O)C=1C=NNC1